P(O[C@H]1[C@@H](O[C@@H]([C@H]1O[Si](C)(C)C(C)(C)C)CO)N1C=2N=C(NC(C2N=C1)=O)NC(C(C)C)=O)([O-])=O (2R,3R,4R,5R)-4-((tert-butyldimethylsilyl)oxy)-5-(hydroxymethyl)-2-(2-isobutyramido-6-oxo-1,6-dihydro-9H-purin-9-yl)tetrahydrofuran-3-yl phosphonate